FC=CC(C(F)(F)F)(F)F 1,3,3,4,4,4-hexafluoro-1-butene